2-((2,4-dimethoxyphenyl)amino)-N-(3-(methylsulfonamido)phenyl)thiazolidine COC1=C(C=CC(=C1)OC)NC1SCCN1C1=CC(=CC=C1)NS(=O)(=O)C